5-bromo-6-methyl-1H-pyrazolo[4,3-b]pyridine BrC1=C(C=C2C(=N1)C=NN2)C